N-(Azetidin-3-yl)-2-[4-[(3S)-3-(5-cyano-3-pyridyl)isoxazolidine-2-carbonyl]-1-piperidyl]pyrimidine-4-carboxamide TFA salt OC(=O)C(F)(F)F.N1CC(C1)NC(=O)C1=NC(=NC=C1)N1CCC(CC1)C(=O)N1OCC[C@H]1C=1C=NC=C(C1)C#N